2-(4-chlorobenzyl)-6-(2-((2,2,2-trifluoroethyl)amino)pyrimidin-5-yl)pyridazin-3(2H)-one ClC1=CC=C(CN2N=C(C=CC2=O)C=2C=NC(=NC2)NCC(F)(F)F)C=C1